C(C)(C)(C)OC(CN1N=C(C2=CC=C(C=C12)C(=O)OC)C#N)=O methyl 1-(2-(tert-butoxy)-2-oxoethyl)-3-cyano-1H-indazole-6-carboxylate